2,2'',4,4''-tetramethyl-[1,1':4',1''-terphenyl]-2',5'-diol CC1=C(C=CC(=C1)C)C=1C(=CC(=C(C1)O)C1=C(C=C(C=C1)C)C)O